3-(4-(3-(4-Aminopiperidin-1-yl)propyl)-3-methyl-2-oxo-2,3-dihydro-1H-benzo[d]imidazol-1-yl)piperidine-2,6-dione NC1CCN(CC1)CCCC1=CC=CC=2N(C(N(C21)C)=O)C2C(NC(CC2)=O)=O